C(C)(C)(C)N1CCC(CCC1)C(N(C)OC)=O tert-butyl-4-[methoxy(methyl)carbamoyl]azepane